di(2-phenoxyethyl) peroxydicarbonate C(=O)(OCCOC1=CC=CC=C1)OOC(=O)OCCOC1=CC=CC=C1